CN1C2[C@H]([C@H](C[C@H]1CC2)C2=CC=CC=C2)C(=O)OC methyl (2S,3S,5R)-8-methyl-3-phenyl-8-azabicyclo[3.2.1]octane-2-carboxylate